1,5-dimethoxy-3-heptanone COCCC(CC(CC)OC)=O